6-Methyl[1,2,4]triazolo[4,3-b]pyridazin-8-ol CC=1C=C(C=2N(N1)C=NN2)O